C1(=CC=CC=C1)[B-](C1=CC=CC=C1)(C1=CC=CC=C1)C1=CC=CC=C1.CC1=C(C=CC=C1)[S+](C1=CC=C(C=C1)C1=CC=CC=C1)C1=CC(=C(C=C1)SC1=CC=C(C=C1)C1=CC=CC=C1)C (2-methyl)phenyl-[4-(4-biphenylylthio)-3-methylphenyl]4-biphenylylsulfonium tetraphenylborate